5-amino-2-(2,5-difluoro-3-pyridinyl)-6-(5-methyl-1H-indazol-4-yl)pyrimidine-4-carboxamide NC=1C(=NC(=NC1C1=C2C=NNC2=CC=C1C)C=1C(=NC=C(C1)F)F)C(=O)N